FC1=CC(=CC2=CC=3C[C@@](CCC3N=C12)(C(C)C)F)C(=O)N[C@H](CC[NH+]1CCC(CC1)C(C)O)C=1C=NC(=CC1)C1=CN=NC=C1 |r| rac-(7S)-4,7-difluoro-7-isopropyl-N-[rac-(1R)-3-[4-(1-hydroxyethyl)piperidin-1-ium-1-yl]-1-(6-pyridazin-4-yl-3-pyridyl)propyl]-6,8-dihydro-5H-acridine-2-carboxamide